FC(C1=NN2C(N=CC3=C2C(CN3)(C(F)(F)F)C)=C1)F 2-(difluoromethyl)-8-methyl-8-(trifluoromethyl)-7,8-dihydro-6H-pyrazolo[1,5-a]pyrrolo[2,3-e]pyrimidine